C(C)[C@@H]1CN(C[C@@H](N1C(C(C)C)=O)C(=O)OC)S(=O)(=O)C1=CC=CC=C1 cis-methyl 6-ethyl-1-isobutyryl-4-(phenylsulfonyl)piperazine-2-carboxylate